ClC=1C=C(C=CC1C=1N(C2=NC=NC(=C2N1)OC1(CC1)C)CC1=NC=CC(=C1)C)C(=O)N1CC(C1)O (racemic)-(3-chloro-4-(6-(1-methylcyclopropoxy)-9-((4-methylpyridin-2-yl)methyl)-9H-purin-8-yl)phenyl)(3-hydroxyazetidin-1-yl)methanone